(5-(3,4-dichlorophenyl)octahydropyrrolo[3,4-c]pyrrole-2-carbonyl)-6-methoxyquinolin-2(1H)-one ClC=1C=C(C=CC1Cl)N1CC2C(C1)CN(C2)C(=O)N2C(C=CC1=CC(=CC=C21)OC)=O